(R)-5-(4-methyl-7-(piperidin-3-yl)-7H-imidazo[4,5-c]pyridazin-3-yl)-2,3-dihydro-1H-inden-4-ol CC=1C2=C(N=NC1C1=C(C=3CCCC3C=C1)O)N(C=N2)[C@H]2CNCCC2